myristyl α-methallyloxymethylacrylate C(C(C)=C)OCC(C(=O)OCCCCCCCCCCCCCC)=C